OCC[C@H]1N(CCN(C1)C1=C(N=C(S1)C(F)(F)F)C=1C=NC(=NC1)C(F)(F)F)C(CN1N=C(N=C1)C)=O 1-{(R)-2-(2-Hydroxy-ethyl)-4-[2-trifluoromethyl-4-(2-trifluoromethyl-pyrimidin-5-yl)-thiazol-5-yl]-piperazin-1-yl}-2-(3-methyl-[1,2,4]triazol-1-yl)-ethanone